3,8-diazabicyclo[3.2.1]octane-8-carboxylic acid isopropyl ester C(C)(C)OC(=O)N1C2CNCC1CC2